O[C@H](C)[C@H](C(=O)O)CCCCCC (2R)-2-[(1R)-1-hydroxyethyl]octanoic acid